Methyl (E)-3-(3-methoxy-4-prop-2-ynoxy-phenyl)prop-2-enoate COC=1C=C(C=CC1OCC#C)/C=C/C(=O)OC